N-[4-(4-methylpiperazin-1-yl)phenyl]-6-propyl-8-(3-thienyl)-6H-pyrimido[5,4-c][2,1]benzothiazin-2-amine 5,5-dioxide CN1CCN(CC1)C1=CC=C(C=C1)NC=1N=CC=2S(N(C3=C(C2N1)C=CC(=C3)C3=CSC=C3)CCC)(=O)=O